ClC=1C=C(C=C(C1OC=1C=CC2=C(N(C=N2)C2CC2)C1)Cl)N1C(=NOC1=O)C(=O)N (3,5-dichloro-4-((1-cyclopropyl-1H-benzo[d]imidazol-6-yl)oxy)phenyl)-5-oxo-4,5-dihydro-1,2,4-oxadiazole-3-carboxamide